ClC1=CC=C(CC2=C(C(N(C2=O)C2=CC=C(C=C2)[N+](=O)[O-])=O)CC(=O)OCC)C=C1 Ethyl 2-(4-(4-chlorobenzyl)-1-(4-nitrophenyl)-2,5-dioxo-2,5-dihydro-1H-pyrrol-3-yl)acetate